CC1(C(=C(C1)C1=C(C=CC=C1)NC(C)=O)C1=CC=C(C=C1)C(C)(C)C)C N-(2-(3,3-dimethyl-2-(4-tert-butylphenyl)cyclobut-1-enyl)phenyl)acetamide